C1(CC1)OC=1C=2N(N=C(C1)C=1C(NC(NC1)=O)=O)C=CN2 5-(8-cyclopropoxyimidazo[1,2-b]pyridazin-6-yl)pyrimidine-2,4(1H,3H)-dione